N-[5-cyclopropyl-1-[4-[[(Z)-[3-(2-isopropyl-5-methyl-phenyl)-4-oxo-thiazolidin-2-ylidene]carbamoyl]amino]phenyl]-3-methyl-pyrazol-4-yl]-4-(trifluoromethoxy)benzamide C1(CC1)C1=C(C(=NN1C1=CC=C(C=C1)NC(\N=C\1/SCC(N1C1=C(C=CC(=C1)C)C(C)C)=O)=O)C)NC(C1=CC=C(C=C1)OC(F)(F)F)=O